FC1(CN(C[C@@H]1OC1=NC=C(C=C1)OC(F)(F)F)C=1C=2N(N=C(C1)C=1C(NC(NC1)=O)=O)C=CN2)F (S)-5-(8-(3,3-difluoro-4-((5-(trifluoromethoxy)pyridin-2-yl)oxy)pyrrolidin-1-yl)imidazo[1,2-b]pyridazin-6-yl)pyrimidine-2,4(1H,3H)-dione